COC(C1=C(C(=CC=C1)C#N)NCC1=CC=CC=C1)=O (benzylamino)-3-cyano-benzoic acid methyl ester